4-(1,4-Diazepan-1-yl)-6-(1-methyl-1H-pyrazol-4-yl)pyrazolo[1,5-a]pyridine N1(CCNCCC1)C=1C=2N(C=C(C1)C=1C=NN(C1)C)N=CC2